4,5,6,7-tetrahydro-1-(4-methoxyphenyl)-7-Oxo-6-[4-(2-oxo-1-piperidinyl)phenyl]-1H-pyrazolo[3,4-C]pyridine-3-carboxamide COC1=CC=C(C=C1)N1N=C(C2=C1C(N(CC2)C2=CC=C(C=C2)N2C(CCCC2)=O)=O)C(=O)N